NC=1C=CC(=C(C1)O)C1=NN=NN1 5-amino-2-(1H-tetrazol-5-yl)phenol